2-hydrazineyl-5-(4-phenyl-1H-pyrazol-1-yl)pyridine N(N)C1=NC=C(C=C1)N1N=CC(=C1)C1=CC=CC=C1